FC=1C=CC2=C(NC(=NS2(=O)=O)NCC2=CC=NC=C2)C1C(C)C1=C(C=CC=C1)F 6-fluoro-5-(1-(2-fluorophenyl)ethyl)-3-((pyridin-4-ylmethyl)amino)-4H-benzo[e][1,2,4]thiadiazine 1,1-dioxide